N=C1NC(CCCC1)CCCC 2-Imino-7-butylhexahydro-1H-azepine